N-nitro-2,3-dimethylindole [N+](=O)([O-])N1C(=C(C2=CC=CC=C12)C)C